[Na].CC1=CC=CC2=CC=CC=C12 alpha-methyl-naphthalene sodium